CC1=CC=C(C=C1)S(=O)(=O)OC1CC(C1)OC1=CC=C(C=C1)F (1R,3R)-3-(4-fluorophenoxy)cyclobutyl 4-methylbenzenesulfonate